N-(2-(4,4-difluorocyclohexyl)-4-(2,5-difluorophenyl)pyridin-3-yl)-5-fluoro-6-methoxynicotinamide FC1(CCC(CC1)C1=NC=CC(=C1NC(C1=CN=C(C(=C1)F)OC)=O)C1=C(C=CC(=C1)F)F)F